C1(CC1)C1=C(N=C2C(=NC(=NC2=N1)C=1CCO[C@H](C1)C=1C=NN(C1)C1CC1)C1=C(C=C(C=C1)F)F)C(=O)OCC ethyl 7-cyclopropyl-2-[(6R)-6-(1-cyclopropylpyrazol-4-yl)-3,6-dihydro-2H-pyran-4-yl]-4-(2,4-difluorophenyl)pteridine-6-carboxylate